tropamide C(C(CO)C1=CC=CC=C1)(=O)N